C(CCC)OC1=C(N)C=C(C=C1)C(C)(C)C 2-butoxy-5-(tert-butyl)aniline